FC1=C(C(=O)NC2=CC(=C(C=C2)OC)F)C(=C(C(=C1F)F)F)S(=O)(=O)C 2,3,4,5-tetrafluoro-N-(3-fluoro-4-methoxyphenyl)-6-(methylsulfonyl)benzamide